[Na+].S(=O)(=O)([O-])CCCSSCCCS(=O)(=O)[O-].[Na+] bis-(3-sulfopropyl) disulfide, sodium salt